C(C)(C)(C)C1=CC=C(C=C1)C1=CC(=CC(=C1)B1OC(C(O1)(C)C)(C)C)C1=CC=C(C=C1)C(C)(C)C 2-(4,4''-di-tert-butyl-[1,1':3',1''-terphenyl]-5'-yl)-4,4,5,5-tetramethyl-1,3,2-dioxaborolane